6-(4-Chlorophenyl)-2-(5-fluoropyridin-3-yl)-N-[(1S,2R)-2-hydroxycyclohexyl]-3-oxo-2,3-dihydropyridazine-4-carboxamide ClC1=CC=C(C=C1)C=1C=C(C(N(N1)C=1C=NC=C(C1)F)=O)C(=O)N[C@@H]1[C@@H](CCCC1)O